3-hydroxybenzylaminopurine OC=1C=C(CNC2=NC=C3NC=NC3=N2)C=CC1